1-(2-(4-(bis(butylsulfanyl)methyl)-2-methoxyphenoxy)ethyl)-4-tosylpiperazine C(CCC)SC(C1=CC(=C(OCCN2CCN(CC2)S(=O)(=O)C2=CC=C(C)C=C2)C=C1)OC)SCCCC